5-(3-vinylphenoxy)-1H-1,2,3-triazole-4-carboxylic acid C(=C)C=1C=C(OC2=C(N=NN2)C(=O)O)C=CC1